(7R)-2-Cyclopropyl-7-methyl-6,7-dihydro-5H-thiazolo[5,4-c]pyridine-4-one C1(CC1)C=1SC=2C(NC[C@H](C2N1)C)=O